8-bromo-2-(4,4-dimethyl-1-piperidinyl)-3,6-dimethyl-chromen-4-one BrC=1C=C(C=C2C(C(=C(OC12)N1CCC(CC1)(C)C)C)=O)C